Zirconium diisobutoxide CC(C)C[O-].CC(C)C[O-].[Zr+2]